FC=1C=CC=2C3=C(C=NC2C1)N(C(C31CC(C1)COC(C)C)=O)C 7'-Fluoro-3-(isopropoxymethyl)-3'-methyl-2'-oxo-2',3'-dihydrospiro[cyclobutane-1,1'-pyrrolo[2,3-c]quinolin]